CC=1SC(=C(N1)C1=CC=C2C=C(C(OC2=C1)(C)C)C=O)C 7-(2,5-dimethylthiazol-4-yl)-2,2-dimethyl-2H-chromen-3-carbaldehyde